(S)-4-(3-fluorobenzyl)-N-(5-methyl-7-((1-methyl-1H-imidazol-2-yl)methoxy)-4-oxo-2,3,4,5-tetrahydrobenzo[b][1,4]oxazepin-3-yl)-1H-pyrazole-1-carboxamide FC=1C=C(CC=2C=NN(C2)C(=O)N[C@@H]2C(N(C3=C(OC2)C=CC(=C3)OCC=3N(C=CN3)C)C)=O)C=CC1